C1=C(C=CC2=CC=CC=C12)NC1=CC=C(C=C1)NC1=CC2=CC=CC=C2C=C1 di(β-naphthyl)-p-phenylenediamine